sodium potassium water O.[K].[Na]